2-[(2S)-2-amino-3-fluoropropyl]-3-bromo-5-chloro-N-[(thiophen-2-yl)methyl]thieno[3,2-b]pyridin-7-amine hydrochloride Cl.N[C@@H](CC1=C(C2=NC(=CC(=C2S1)NCC=1SC=CC1)Cl)Br)CF